N1-(2-(dimethylamino)ethyl)-N4-(4-(imidazo[1,2-a]pyridin-3-yl)pyridin-2-yl)-5-methoxy-N1-methyl-2-nitrobenzene-1,4-diamine CN(CCN(C1=C(C=C(C(=C1)OC)NC1=NC=CC(=C1)C1=CN=C2N1C=CC=C2)[N+](=O)[O-])C)C